ClC=1C(=C(C=CC1F)[C@@H](NC(=O)N1[C@@H](C(NCC1)=O)C)C=1C=NC(=NC1)C(F)(F)F)F |o1:8| (2R)-N-((S or R)-(3-chloro-2,4-difluoro-phenyl)(2-(trifluoro-methyl)pyrimidin-5-yl)methyl)-2-methyl-3-oxopiperazine-1-carboxamide